4-[(3-Aminopropylamino)methyl]-N-[5-[4-[6-chloro-4-(trifluoromethyl)-2-pyridyl]piperazin-1-yl]sulfonyl-2-pyridyl]benzamide NCCCNCC1=CC=C(C(=O)NC2=NC=C(C=C2)S(=O)(=O)N2CCN(CC2)C2=NC(=CC(=C2)C(F)(F)F)Cl)C=C1